7-(5-chloro-2-(2-(5-cyano-6-((1-(2,2-difluoropropyl)piperidin-4-yl)(methyl)amino)-2-methyl-4-oxopyrido[3,4-d]pyrimidin-3(4H)-yl)ethoxy)phenyl)thieno[3,2-b]pyridine-3-carboxylic acid ClC=1C=CC(=C(C1)C1=C2C(=NC=C1)C(=CS2)C(=O)O)OCCN2C(=NC1=C(C2=O)C(=C(N=C1)N(C)C1CCN(CC1)CC(C)(F)F)C#N)C